tert-butyl-4-((2-(1H-indol-3-yl)ethyl)amino)-2-(5-cyanopyridin-3-yl)-5,8-dihydropyrido[3,4-d]pyrimidine-7(6H)-carboxylate C(C)(C)(C)OC(=O)N1CC=2N=C(N=C(C2CC1)NCCC1=CNC2=CC=CC=C12)C=1C=NC=C(C1)C#N